ClC=1C=C2C(=NC1OC)C(=C(N2C)C2=NC(=NN2)C(C#N)C)N2C=NC=C2 2-(5-(6-chloro-3-(1H-imidazol-1-yl)-5-methoxy-1-methyl-1H-pyrrolo[3,2-b]pyridin-2-yl)-1H-1,2,4-triazol-3-yl)propionitrile